(Z)-9-octadecenonitrile C(CCCCCCC\C=C/CCCCCCCC)#N